N2-(2-methoxy-4-((4-morpholinopiperidin-1-yl)sulfonyl)phenyl)-N4-methyl-5-(trifluoromethyl)-7H-pyrrolo[2,3-d]pyrimidine-2,4-diamine 2,2,2-trifluoroacetate FC(C(=O)O)(F)F.COC1=C(C=CC(=C1)S(=O)(=O)N1CCC(CC1)N1CCOCC1)NC=1N=C(C2=C(N1)NC=C2C(F)(F)F)NC